CC=1C=C(C=CC1)NCC[C@@]12CC(C[C@H]1[C@@H]1CC=C3C[C@H](CC[C@]3(C)[C@H]1CC2)O)=O (3-methylphenylaminomethyl)-16-oxo-androsta-5-en-3beta-ol